FC=1C=C(C=CC1F)C[C@@H](C(=O)OC)NC(CC1CCN(CC1)C(CCC1=CC=C(C=C1)OCC)=O)=O Methyl (S)-3-(3,4-difluorophenyl)-2-(2-(1-(3-(4-ethoxyphenyl)propanoyl)piperidin-4-yl)acetamido)propanoate